4-((S)-3-amino-2-oxopiperidin-1-yl)-N1-((R)-pyrrolidin-3-yl)-3-(2H-tetrazol-5-yl)benzene-1,2-disulfonamide N[C@@H]1C(N(CCC1)C=1C(=C(C(=CC1)S(=O)(=O)N[C@H]1CNCC1)S(=O)(=O)N)C=1N=NNN1)=O